(R)-(S)-N-((7-chloro-1-(4-(trifluoromethyl)phenyl)-2,3-dihydro-1H-pyrido[2,3-b][1,4]oxazin-3-yl)methyl)acetamide ClC1=CC2=C(O[C@@H](CN2C2=CC=C(C=C2)C(F)(F)F)CNC(C)=O)N=C1